azidotri-methylsilane N(=[N+]=[N-])[Si](C)(C)C